(2S,4R)-4-fluoro-4-methyl-pyrrolidine-1,2-dicarboxylic acid-2-benzyl ester 1-tert-butyl ester C(C)(C)(C)OC(=O)N1[C@@H](C[C@@](C1)(C)F)C(=O)OCC1=CC=CC=C1